ClC1=CC=C(C=C1)C1=CC(NC1=C)=O 4-(4-Chlorophenyl)-5-methylen-pyrrol-2-on